(S)-2-ethynyl-morpholine-4-carboxylic acid methyl ester COC(=O)N1C[C@@H](OCC1)C#C